4-(4-((4-(cyclopropylmethyl)piperazin-1-yl)methyl)-3-methylbenzylamino)-2-(2,6-dioxopiperidin-3-yl)isoindoline-1,3-dione C1(CC1)CN1CCN(CC1)CC1=C(C=C(CNC2=C3C(N(C(C3=CC=C2)=O)C2C(NC(CC2)=O)=O)=O)C=C1)C